4-Bromopiperidine-1,2-dicarboxylic acid 1-tert-butyl 2-methyl ester COC(=O)C1N(CCC(C1)Br)C(=O)OC(C)(C)C